C(C=C)(=O)N1CC2(C1)CN(CC2)C2=C(C(=NC(=N2)OC[C@H]2N(CCC2)C)C2=NC(=NC=C2)N)C#N (S)-6-(2-acryloyl-2,6-diazaspiro[3.4]octan-6-yl)-2'-amino-2-((1-methylpyrrolidin-2-yl)methoxy)-[4,4'-bipyrimidine]-5-carbonitrile